CC=1N=C(SC1S(=O)(=O)N1CCN(CC1)C[C@H](C)NC1=NC=NC2=C(C=CC=C12)C=1C(=NNC1)C(F)(F)F)NC(OC)=O methyl N-[4-methyl-5-({4-[(2S)-2-({8-[3-(trifluoromethyl)-1H-pyrazol-4-yl]quinazolin-4-yl}amino)propyl]piperazin-1-yl}sulfonyl)-1,3-thiazol-2-yl]carbamate